NC([C@H](CCC(=O)OC(C)(C)C)N1C(C2=CC=C(C=C2C1)C[C@@H]1[C@H](CCCC1)NC1CCC(CC1)(F)F)=O)=O tert-butyl (S)-5-amino-4-(5-(((1R,2S)-2-((4,4-difluorocyclohexyl) amino) cyclohexyl) methyl)-1-oxoisoindolin-2-yl)-5-oxopentanoate